2,2-Difluoro-3-((1S,3R)-1-(5-(((R)-1-(3-fluoropropyl)pyrrolidin-3-yl)oxy)thiophen-2-yl)-3-methyl-1,3,4,9-tetrahydro-2H-pyrido[3,4-b]indol-2-yl)propan-1-ol FC(CO)(CN1[C@@H](C=2NC3=CC=CC=C3C2C[C@H]1C)C=1SC(=CC1)O[C@H]1CN(CC1)CCCF)F